CN1CCN(CC1)C1=CC=C(NC2=NC=C3C(=N2)N(C(N(C3)C3CCN(C2=CC=CC=C32)C(C=C)=O)=O)C=3C=C(C=CC3)NC(C=C)=O)C=C1 N-[3-[7-[4-(4-methylpiperazin-1-yl)anilino]-2-oxo-3-(1-prop-2-enoyl-3,4-dihydro-2H-quinolin-4-yl)-4H-pyrimido[4,5-d]pyrimidin-1-yl]phenyl]prop-2-enamide